1,4,5,8-decalintetracarboxylic acid C1(CCC(C2C(CCC(C12)C(=O)O)C(=O)O)C(=O)O)C(=O)O